9-((2,2-difluorononyl)((1-methylpiperidin-4-yl)methyl)amino)heptadecane-1,17-diol FC(CN(C(CCCCCCCCO)CCCCCCCCO)CC1CCN(CC1)C)(CCCCCCC)F